FC1=NC(=CC(=C1)N(C=1SC(=C(N1)C(=O)NC1C(CC1)(C)C)C)C(=O)C1OCCC1)F 2-[(2,6-difluoro-4-pyridinyl)-(tetrahydrofuran-2-carbonyl)amino]-N-(2,2-dimethylcyclobutyl)-5-methyl-thiazole-4-carboxamide